1-(6-hydrazineyl-4-methylpyridin-3-yl)pyrrolidin-2-one N(N)C1=CC(=C(C=N1)N1C(CCC1)=O)C